N[C@H](C=1OC2=C(N1)C=C(C=C2F)[C@@H](COC)N2C(N[C@@H](C2)C(F)(F)F)=O)C2CCC(CC2)F (S)-1-((S)-1-(2-((S)-Amino((1r,4S)-4-fluorocyclohexyl)methyl)-7-fluorobenzo[d]-oxazol-5-yl)-2-methoxyethyl)-4-(trifluoromethyl)imidazolidin-2-one